ClC1=C(OCC=2C=C(C=CC2OC)/C=C/C(=O)C2=CC=C(C=C2)O)C=CC(=C1)[N+](=O)[O-] (E)-3-[3-[(2-Chloro-4-nitrophenoxy)methyl]-4-methoxyphenyl]-1-(4-hydroxyphenyl)prop-2-en-1-one